(4S,5R)-4-hydroxy-5-((R)-5H-imidazo[5,1-a]isoindol-5-yl)azepan-1-sulfonamide O[C@H]1CCN(CC[C@@H]1[C@H]1N2C(C3=CC=CC=C13)=CN=C2)S(=O)(=O)N